C1(CCC1)CCC1=NC(=NO1)NCC1=C(N=NN1C)C1=CC=C(C(=N1)C)O[C@H]1C[C@@H](OCC1)C(=O)O |r| (±)-trans-4-((6-(5-(((5-(2-cyclobutylethyl)-1,2,4-oxadiazol-3-yl)amino)methyl)-1-methyl-1H-1,2,3-triazol-4-yl)-2-methylpyridin-3-yl)oxy)tetrahydro-2H-pyran-2-carboxylic acid